ClC=1C(N(N=CC1NC[C@@]1(COCCC1)F)C=1C=NC(=CC1)OC1=C(C=CC(=C1)F)OC(F)(F)F)=O (S)-4-chloro-2-(6-(5-fluoro-2-(trifluoromethoxy)phenoxy)pyridin-3-yl)-5-(((3-fluorotetrahydro-2H-pyran-3-yl)methyl)amino)pyridazin-3(2H)-one